OCC(C(=O)OC)CC(C)([N+](=O)[O-])C methyl 2-(hydroxymethyl)-4-methyl-4-nitropentanoate